C(CCC)C1=CC=CC2=CC=CC=C12 1-butylnaphthalene